N-(2-(3,3-dimethyl-2-phenyl-cyclobut-1-enyl)-3-methylphenyl)acetamide CC1(C(=C(C1)C1=C(C=CC=C1C)NC(C)=O)C1=CC=CC=C1)C